1-(3,5-di-tert-butylphenyl)-1-methylethylcarbamate C(C)(C)(C)C=1C=C(C=C(C1)C(C)(C)C)C(C)(C)NC([O-])=O